1-chloro-2-fluoro-5-(trifluoromethyl)-3-[1-(trifluoromethyl)vinyl]benzene ClC1=C(C(=CC(=C1)C(F)(F)F)C(=C)C(F)(F)F)F